(R)-1-(2-((2-(1-(Cyclopropylsulfonyl)-1H-pyrazol-4-yl)pyrimidin-4-yl)amino)-5-((1-(2-fluoroethyl)-1H-pyrazol-4-yl)ethynyl)pyridin-4-yl)pyrrolidin-3-ol C1(CC1)S(=O)(=O)N1N=CC(=C1)C1=NC=CC(=N1)NC1=NC=C(C(=C1)N1C[C@@H](CC1)O)C#CC=1C=NN(C1)CCF